ethyl 1,4-dioxooctahydropyrrolo[1,2-a]pyrazine-6-carboxylate O=C1C2N(C(CN1)=O)C(CC2)C(=O)OCC